CN1CCCC2=CC=CC=C12 1-methyl-1,2,3,4-tetrahydroquinoline